(2R,3S,5R)-3-(3,4-difluoro-2-methoxyphenyl)-5-methyl-N-(3-sulfamoylphenyl)-5-(trifluoromethyl)tetrahydrothiophene-2-carboxamide FC=1C(=C(C=CC1F)[C@H]1[C@@H](S[C@](C1)(C(F)(F)F)C)C(=O)NC1=CC(=CC=C1)S(N)(=O)=O)OC